C(C1=CC=CC=C1)[Si](C1[C@@H]2CN(C[C@H]12)C(=O)OC(C)(C)C)(C)C tert-Butyl (1R,5S,6s)-6-(benzyldimethylsilyl)-3-azabicyclo[3.1.0]hexane-3-carboxylate